BrC=1C=C(C(=NC1)C(C)O)C 1-(5-bromo-3-methylpyridin-2-yl)ethan-1-ol